tri-n-butylphosphinane C(CCC)C1(P(CCCC1)CCCC)CCCC